1-Pyrrolidinecarbodithioic acid ammonium salt [NH4+].N1(CCCC1)C(=S)[S-]